(azetidin-1-ylmethyl)-3-(2-chloro-3-((N-methylsulfamoyl)amino)benzyl)-6-fluoro-2-oxo-2H-chromen-7-yl dimethylcarbamate CN(C(OC1=C(C=C2C(=C(C(OC2=C1)=O)CC1=C(C(=CC=C1)NS(NC)(=O)=O)Cl)CN1CCC1)F)=O)C